(S)-N-(2-hydroxypropyl)-4-((5-isopropyl-2-(6-methylpyridin-2-yl)pyrimidin-4-yl)amino)nicotinamide O[C@H](CNC(C1=CN=CC=C1NC1=NC(=NC=C1C(C)C)C1=NC(=CC=C1)C)=O)C